CC(=O)OC1C=CC2=CC=CC=C12 indenyl acetate